tert-butyl (4-(hydrazinecarbonyl)phenyl)carbamate N(N)C(=O)C1=CC=C(C=C1)NC(OC(C)(C)C)=O